NC1=NC=CC=2N1C(=NC2C2CN(CCC2)C(C=C)=O)C2=CC(=C(C=C2)OC2=NC=CC=C2F)OC 1-(3-(5-amino-3-(4-((3-fluoropyridin-2-yl)oxy)-3-methoxyphenyl)imidazo[1,5-c]pyrimidin-1-yl)piperidin-1-yl)prop-2-en-1-one